Hydroxypropanesulfonate OC(CC)S(=O)(=O)[O-]